BrC1=CC=C(C=C1)C[C@@H]1C[C@H](N(C1)C(=O)OC(C)(C)C)C(NCC=1C=C2C=NN(C2=CC1)C)=O tert-butyl (2S,4R)-4-[(4-bromophenyl)methyl]-2-[(1-methylindazol-5-yl)methylcarbamoyl]pyrrolidine-1-carboxylate